(S)-4-(2-(4-fluorobenzamido)-3-phenylpropionamido)-3-methylbenzene-1-sulfonyl chloride FC1=CC=C(C(=O)N[C@H](C(=O)NC2=C(C=C(C=C2)S(=O)(=O)Cl)C)CC2=CC=CC=C2)C=C1